bis(2-(2-methoxyethoxy)ethoxy)-2,2'-bithiophene COCCOCCOC=1C(=C(SC1)C=1SC=CC1)OCCOCCOC